N-(3-Cyanophenyl)-3-(pyridin-3-yl)-3a,4,5,6,7,7a-hexahydro-4,7-methanobenzo[d]isoxazole-7a-carboxamide C(#N)C=1C=C(C=CC1)NC(=O)C12C(C(=NO1)C=1C=NC=CC1)C1CCC2C1